C(C)(C)(C)OC(=O)N1C(C2=CC=CC(=C2C1NC1=NC=C(C=C1)N1CCOCC1)C1=CC=NC=C1)=O ((5-morpholinopyridin-2-yl)amino)-1-oxo-4-(pyridin-4-yl)isoindoline-2-carboxylic acid tert-butyl ester